7-[3-fluoro-5-(prop-2-enamido)phenyl]quinazoline-2-carboxamide FC=1C=C(C=C(C1)NC(C=C)=O)C1=CC=C2C=NC(=NC2=C1)C(=O)N